Methylsulfonylbenzylamine CS(=O)(=O)NCC1=CC=CC=C1